BrC=1C(=CC(=C(OCC=2N=CSC2)C1)I)Cl 4-((5-bromo-4-chloro-2-iodophenoxy)methyl)thiazole